FC1=C(OC=2C=NC=3CCN(CC3C2)C2=NC=C(C#N)C=C2C)C=C(C=C1)F 6-(3-(2,5-difluorophenoxy)-7,8-dihydro-1,6-naphthyridin-6(5H)-yl)-5-methylnicotinonitrile